N,N'-(4-(3-(1H-imidazole-1-carboxamido)propyl)-4-(2,2,2-trifluoroacetamido)heptane-1,7-diyl)bis(1H-imidazole-1-carboxamide) N1(C=NC=C1)C(=O)NCCCC(CCCNC(=O)N1C=NC=C1)(CCCNC(=O)N1C=NC=C1)NC(C(F)(F)F)=O